4-((5-(1-(2,2-difluoroethyl)-2-methyl-1H-benzo[d]imidazol-6-yl)-7H-pyrrolo[2,3-d]pyrimidin-2-yl)amino)-1-methylcyclohexan-1-ol FC(CN1C(=NC2=C1C=C(C=C2)C2=CNC=1N=C(N=CC12)NC1CCC(CC1)(O)C)C)F